C1(CC1)C=1C(=C2C(=NC1CC)CCC2)NC(=O)N=[S@](=O)(N)C=2SC=C(C2)C(C)(C)O (R)-N'-((3-cyclopropyl-2-ethyl-6,7-dihydro-5H-cyclopenta[b]pyridin-4-yl)carbamoyl)-4-(2-hydroxypropan-2-yl)thiophene-2-sulfonimidamide